C[C@]1([C@@H]([C@H](C1)O)C)O |r| (±)-(1S,2R,3S)-1,2-Dimethylcyclobutane-1,3-diol